C(C1=CC=CC=C1)N1CC(OC(C1)C(F)(F)F)CC 4-benzyl-2-ethyl-6-(trifluoromethyl)morpholine